tert-Butyl 4-[5-[(2R,5S)-1-[2-[(5-carbamoyl-6-methoxy-3-pyridyl)amino]-2-oxo-acetyl]-5-methyl-2-piperidyl]-1,3-benzothiazol-2-yl]piperidine-1-carboxylate C(N)(=O)C=1C=C(C=NC1OC)NC(C(=O)N1[C@H](CC[C@@H](C1)C)C=1C=CC2=C(N=C(S2)C2CCN(CC2)C(=O)OC(C)(C)C)C1)=O